bis(2,2,3,3,4,4,5,5,6,6,7,7-dodecafluoroheptyl)-(2,2,4-trimethylhexane-1,6-diyl) biscarbamate C(N)(OC(C(CC(CCOC(N)=O)C)(C)C)(CC(C(C(C(C(C(F)F)(F)F)(F)F)(F)F)(F)F)(F)F)CC(C(C(C(C(C(F)F)(F)F)(F)F)(F)F)(F)F)(F)F)=O